OCCN(C)CCO bis-(hydroxyethyl)-methylamine